O=S1(CCN(CC1)NCC1=NC=C(C=C1)C(F)(F)F)=O 1,1-dioxo-N-[[5-(trifluoromethyl)-2-pyridyl]methyl]-1,4-thiazinan-4-amine